(chloromethyl)dimethyl-(1-methyl-2-propen-1-yl)silane ClC[Si](C(C=C)C)(C)C